methyl 3-bromopicolinate BrC=1C(=NC=CC1)C(=O)OC